C1(CCC1)C1=NN(C=C1)C1=CC(=NC(=N1)OCCC=1C=NN(C1)C)N1CCOCC1 4-(6-(3-cyclobutyl-1H-pyrazol-1-yl)-2-(2-(1-methyl-1H-pyrazol-4-yl)ethoxy)pyrimidin-4-yl)morpholine